2-(((4-methoxy-3,5-dimethylpyridin-2-yl)methyl)amino)-1-pentyl-1H-benzo[d]imidazole-5-carboxylic acid COC1=C(C(=NC=C1C)CNC1=NC2=C(N1CCCCC)C=CC(=C2)C(=O)O)C